C(C)(C)C1=NC=2N(C(=C1)COC)C=NC2C(=O)N 2-isopropyl-4-(methoxymethyl)imidazo[1,5-a]pyrimidine-8-carboxamide